O1COC2=C1C=CC(=C2)C2=CC=C(N=N2)NC2C1CN(CC21)CC2CCOCC2 trans-N-[6-(1,3-benzodioxol-5-yl)pyridazin-3-yl]-3-(tetrahydropyran-4-ylmethyl)-3-azabicyclo[3.1.0]hexane-6-amine